6-[4-(cyclopropylamino)-3-isopropylimidazo[4,5-c]pyridin-6-yl]-1'-[(3S)-piperidine-3-carbonyl]-1-[(1S,3S)-3-(piperidin-1-yl)cyclobutyl]spiro[indole-3,4'-piperidin]-2-one C1(CC1)NC1=NC(=CC2=C1N(C=N2)C(C)C)C2=CC=C1C(=C2)N(C(C12CCN(CC2)C(=O)[C@@H]2CNCCC2)=O)C2CC(C2)N2CCCCC2